4-[(3-chloro-4-fluoro-phenyl)amino]-6-{1-[(morpholin-4-yl)carbonyl]-piperidin-4-yloxy}-7-methoxy-quinazoline ClC=1C=C(C=CC1F)NC1=NC=NC2=CC(=C(C=C12)OC1CCN(CC1)C(=O)N1CCOCC1)OC